[7-(1,2,3,3a,6,6a-hexahydrocyclopenta[c]pyrrol-5-yl)-6-fluoro-2,3-dihydrobenzofuran-5-yl]-N4,6-dimethyl-pyrimidine-2,4-diamine C1NCC2C1CC(=C2)C2=C(C(=CC=1CCOC12)C=1C(=NC(=NC1C)N)NC)F